ClC1=CC(=C2C(=N1)C=C(O2)C=2C=NN(C2)C2OCCCC2)N2CCOCC2 5-chloro-7-morpholino-2-(1-(tetrahydro-2H-pyran-2-yl)-1H-pyrazol-4-yl)furo[3,2-b]pyridine